8-(4-(Difluoromethoxy)phenyl)-2-ethoxy-6-(2-(1-hydroxyethyl)-1-methyl-1H-benzo[d]imidazol-6-yl)pteridin-7(8H)-one FC(OC1=CC=C(C=C1)N1C(C(=NC=2C=NC(=NC12)OCC)C=1C=CC2=C(N(C(=N2)C(C)O)C)C1)=O)F